ethyl 4-(furan-2-yl)-2-(2-azaspiro[3.3]heptan-2-yl)-6-((3-(trifluoromethyl)benzyl)amino)pyrimidine-5-carboxylate O1C(=CC=C1)C1=NC(=NC(=C1C(=O)OCC)NCC1=CC(=CC=C1)C(F)(F)F)N1CC2(C1)CCC2